tert-butyl 4-[7-({8-cyano-2-methylimidazo[1,2-a]pyrazin-6-yl} carbamoyl)-2-methylindazol-4-yl]piperazine-1-carboxylate C(#N)C=1C=2N(C=C(N1)NC(=O)C1=CC=C(C3=CN(N=C13)C)N1CCN(CC1)C(=O)OC(C)(C)C)C=C(N2)C